(S)-N-(4-(3-aminopiperidin-1-yl)-5-((1-(2,2-difluoroethyl)-1H-pyrazol-4-yl)ethynyl)pyridin-2-yl)-2-(2-fluoro-6-methoxyphenyl)pyrimidin-4-amine N[C@@H]1CN(CCC1)C1=CC(=NC=C1C#CC=1C=NN(C1)CC(F)F)NC1=NC(=NC=C1)C1=C(C=CC=C1OC)F